C(#N)C1=CC=C(CCN[C@H](C(=O)NC2=NC=C(C=C2)C2CC2)C2=CC=CC=C2)C=C1 |r| (S)- and (R)-2-((4-cyanophenethyl)amino)-N-(5-cyclopropyl-pyridin-2-yl)-2-phenylacetamide